C=C1CC(=C(C(=C1)C(C)(C)C)O)C(C)(C)C 4-methylene(2,6-ditert-butylphenol)